6-(5-chloro-2-((3-(4-ethylpiperazin-1-yl)-4-fluorophenyl)amino)pyrimidin-4-yl)-4,4-dimethyl-3,4-dihydroisoquinolin-1(2H)-one ClC=1C(=NC(=NC1)NC1=CC(=C(C=C1)F)N1CCN(CC1)CC)C=1C=C2C(CNC(C2=CC1)=O)(C)C